Cl.C(C)(C)SC(N)=N S-isopropylisothiourea hydrochloride